1-(bicyclo[1.1.1]pentan-1-yl)-4-((5-phenylpyrimidin-2-yl)methyl)piperazine-2,3-dione C12(CC(C1)C2)N2C(C(N(CC2)CC2=NC=C(C=N2)C2=CC=CC=C2)=O)=O